CC(C(=O)O[C@H]1O[C@]([C@@H]([C@@H]1O)O)(C1=CC=C2C(=NC=NN21)NC(=O)OCCCCC)C#N)C ((2R,3S,4R,5R)-5-cyano-3,4-dihydroxy-5-(4-(((pentoxy) carbonyl) amino) pyrrolo[2,1-f][1,2,4]triazin-7-yl) tetrahydrofuranyl) methylpropionate